BrC=1C=C2C(=NN(C(C2=CC1)=O)CC(=O)NC=1N(N=C(C1)C(F)(F)F)C)C(C)C 2-(6-bromo-1-oxo-4-propan-2-ylphthalazin-2-yl)-N-[2-methyl-5-(trifluoromethyl)pyrazol-3-yl]acetamide